N-(2-(4-(2-(dimethylamino)ethyl)piperazine-1-yl)-4-methoxy-5-((6-((R)-3-(6-methylpyridine-3-yl)isoxazolidine-2-yl)pyrimidine-4-yl)amino)phenyl)acrylamide Sodium lauryl-sulfate C(CCCCCCCCCCC)OS(=O)(=O)[O-].[Na+].CN(CCN1CCN(CC1)C1=C(C=C(C(=C1)OC)NC1=NC=NC(=C1)N1OCC[C@@H]1C=1C=NC(=CC1)C)NC(C=C)=O)C